N-(3-bromo-2-methyl-phenyl)-2-(trifluoromethyl)pyrido[3,2-d]pyrimidin-4-amine BrC=1C(=C(C=CC1)NC=1C2=C(N=C(N1)C(F)(F)F)C=CC=N2)C